FC1=C(C(=O)N)C(=CC(=C1)F)F 2,4,6-trifluoro-benzamide